[Cl-].[Cl-].C1(CCCCC1)C[SiH2][Zr+2](C1C(=CC2=C(C=CC=C12)C1=CC=C(C=C1)C(C)(C)C)C)C1C(=CC2=C(C=CC=C12)C1=CC=C(C=C1)C(C)(C)C)C cyclohexylmethylsilylbis[4-(4-tert-butylphenyl)-2-methyl-inden-1-yl]zirconium dichloride